NC1=NC=CC(=C1CN1CCCCC1)OC1=C(C=C(C=C1)NC(=O)C=1C=NN(C1C(F)(F)F)C1=NC=CC=N1)F N-(4-((2-amino-3-(piperidin-1-ylmethyl)pyridin-4-yl)oxy)-3-fluorophenyl)-1-(pyrimidin-2-yl)-5-(trifluoromethyl)-1H-pyrazole-4-carboxamide